NCC1CN(C(O1)=O)C1=CC(=C(C=C1)N1CCOCC1)F (E)-5-(aminomethyl)-3-(3-fluoro-4-morpholinylphenyl)-2-oxazolidinone